ethyl cyclopropylglycylglycinate C1(CC1)NCC(=O)NCC(=O)OCC